C(#C)C=1C2=C(N=C(N1)N)SC=C2 4-ethynylthieno[2,3-d]pyrimidin-2-amine